ClC1=NC(=NC(=C1)N1CC(OC(C1)(F)F)(F)F)NC1CCCCC1 (1R,4R)-4-((4-chloro-6-(2,2,6,6-tetrafluoromorpholino)pyrimidin-2-yl)amino)cyclohexane